ClC1=CC=C2CCN(CC2=C1)C(=O)[O-] 7-chloro-3,4-dihydroisoquinoline-2(1H)-carboxylate